(R)-5-((R)-1-fluoroethyl)pyrrolidin-2-one F[C@H](C)[C@H]1CCC(N1)=O